C[Si](OCC1=CC=C(C(=O)OC)C=C1)(C)C Methyl 4-[(trimethylsiloxy)methyl]benzoate